C(C1=CC=CC=C1)SC1=NC=2CCN(CC2C=C1)C(=O)OC(C)(C)C tert-butyl 2-(benzylthio)-7,8-dihydro-1,6-naphthyridine-6(5H)-carboxylate